C(N)(=O)C=1C=[N+](C=CC1)[C@@H]1O[C@@H]([C@H]([C@H]1O)O)CO 3-Carbamoyl-1-[(2R,3R,4S,5R)-3,4-dihydroxy-5-(hydroxymethyl)oxolan-2-yl]pyridin-1-ium